FC=1C2=C(C=C(C1)C1=CN=NC(=C1)OC)COC1=NC(=CC=C12)N(C1C[C@H]2CC[C@@H](C1)N2)C (1R,3S,5S)-N-[10-fluoro-8-(6-methoxypyridazin-4-yl)-6H-isochromeno[3,4-b]pyridin-3-yl]-N-methyl-8-azabicyclo[3.2.1]octan-3-amine